sulfur iodine [I].[S]